potassium beta-hydroxybutyrate salt OC(CC(=O)[O-])C.[K+]